CC1(OC2=CC(=CC=C2C=C1)C#N)C 2,2-dimethyl-2H-chromen-7-carbonitrile